C(C1=CC=CC=C1)OC=1C=C2C(=CNC2=CC1Cl)CNC(C=C)=O N-((5-(benzyloxy)-6-chloro-1H-indol-3-yl)methyl)acrylamide